BrC1=C2C(=CN(C2=CC=C1)C)CC#N 2-(4-bromo-1-methyl-1H-indol-3-yl)acetonitrile